C(C)(C)(C)N1[SiH2]N([SiH2]1)C(C)(C)C bis(t-butyl)cyclodisilazane